N1(CCOCC1)CCCOC1=CC=C(N)C=C1 4-(3-morpholin-4-ylpropoxy)aniline